bis(2-n-butyl-indenyl)hafnium dichloride [Cl-].[Cl-].C(CCC)C=1C(C2=CC=CC=C2C1)[Hf+2]C1C(=CC2=CC=CC=C12)CCCC